(6-mercaptohexyl)carbamic acid tert-butyl ester C(C)(C)(C)OC(NCCCCCCS)=O